C1(CCC1)C1=CNC=2N=CC=3C=CC(=CC3C21)C=2C=C(C=NC2)N2CC(CC2)O 1-(5-(1-cyclobutyl-3H-pyrrolo[2,3-c]isoquinolin-8-yl)pyridin-3-yl)pyrrolidin-3-ol